FC1(CN(CCC12CCNCC2)CC=2C=CC(=NC2)C2=CC(=NC(=C2)[C@]2(COCC2)OC)C2=CN(C1=CN=C(C=C12)NC(C)=O)C)F (R)-N-(3-(5-((1,1-difluoro-3,9-diazaspiro[5.5]undecan-3-yl)methyl)-6'-(3-methoxytetrahydrofuran-3-yl)-[2,4'-bipyridin]-2'-yl)-1-methyl-1H-pyrrolo[2,3-c]pyridin-5-yl)acetamide